FC=1C=C(OCC(=O)N2[C@@H]([C@H]3C([C@H]3C2)(C)C)C(=O)O)C=C(C1)F (1R,2S,5S)-3-[2-(3,5-difluorophenoxy)acetyl]-6,6-dimethyl-3-azabicyclo[3.1.0]hexane-2-carboxylic acid